C(C=C)OC(CC[Na])O alloxyhydroxypropyl-sodium